1,1,1,3,3,3-hexafluoropropan-2-yl (R)-1-(methyl(pyridin-2-yl)carbamoyl)-6-azaspiro[2.5]octane-6-carboxylate CN(C(=O)[C@@H]1CC12CCN(CC2)C(=O)OC(C(F)(F)F)C(F)(F)F)C2=NC=CC=C2